C1(CCCCC1)C(N)CNCCN 2-Cyclohexyl-diethylentriamin